(S)-1-BOC-2-methyl-[1,4]diazepane C(=O)(OC(C)(C)C)N1[C@H](CNCCC1)C